FC1=C(C=C(C=C1C=1C(=NN(C1C)C)C)OC1(COC1)C)C1=C2C(=NC=C1)N=CN2 7-(2-fluoro-5-((3-methyloxetan-3-yl)oxy)-3-(1,3,5-trimethyl-1H-pyrazol-4-yl)phenyl)-1H-imidazo[4,5-b]pyridine